C(#N)[C@H](CC1=C(C=C(C=C1)C=1C=CC2=C(N(C(O2)=O)C([2H])([2H])[2H])C1)F)NC(=O)[C@@H]1C[C@H]2[C@@H](N1)COC2 (2S,3aS,6aR)-N-[(1S)-1-cyano-2-{2-fluoro-4-[3-(2H3)methyl-2-oxo-1,3-benzoxazol-5-yl]phenyl}ethyl]-hexahydro-1H-furo[3,4-b]pyrrole-2-carboxamide